Decyl-((S)-2-hydroxy-3-(3-(isopropylsulfonyl)phenoxy)propyl)carbamic acid tert-butyl ester C(C)(C)(C)OC(N(C[C@@H](COC1=CC(=CC=C1)S(=O)(=O)C(C)C)O)CCCCCCCCCC)=O